S1(C2=C(CC1)C=CC=C2)(=O)=O 2,3-dihydro-1λ<6>-benzo[b]thiophene-1,1-dione